BrC=1SC=2CN(CCC2N1)C1=NC(=NC2=CC=C(C=C12)F)C 2-bromo-5-(6-fluoro-2-methylquinazolin-4-yl)-4,5,6,7-tetrahydrothiazolo[5,4-c]pyridine